ClC=1C=C(C(N(N1)C)=O)NC1=NN2C(CN(CC2)C)=C1 6-Chloro-2-methyl-4-(5-methyl-4,5,6,7-tetrahydropyrazolo[1,5-a]pyrazin-2-ylamino)pyridazin-3(2H)-one